aminodioxolane tert-Butyl-5-hydroxy-2-{2-[(3R)-3-hydroxypiperidin-1-yl]pyrimidin-5-yl}-1H-indole-1-carboxylate C(C)(C)(C)OC(=O)N1C(=CC2=CC(=CC=C12)O)C=1C=NC(=NC1)N1C[C@@H](CCC1)O.NC1OCCO1